6-(3-(3-fluoro-5-(1-propylpiperidin-4-yl)pyridin-2-yl)-4-isopropyl-1H-pyrazol-5-yl)-8-methoxy-[1,2,4]triazolo[1,5-a]pyridine FC=1C(=NC=C(C1)C1CCN(CC1)CCC)C1=NNC(=C1C(C)C)C=1C=C(C=2N(C1)N=CN2)OC